3-(piperidin-4-yl)cinnoline trihydrochloride Cl.Cl.Cl.N1CCC(CC1)C=1N=NC2=CC=CC=C2C1